CC1=CC=C(C(=N1)C(F)(F)F)N 6-methyl-2-(trifluoromethyl)pyridin-3-amine